2-(2-(dibenzylamino)ethyl)-4-methoxybenzaldehyde C(C1=CC=CC=C1)N(CCC1=C(C=O)C=CC(=C1)OC)CC1=CC=CC=C1